ClC1=NC=C(C(=C1)C1=C(C=NC(=C1)C)C(=O)NC=1SC(=NN1)OC[C@@H]1OCC1)OC (R)-2'-chloro-5'-methoxy-6-methyl-N-(5-(oxetan-2-ylmethoxy)-1,3,4-thiadiazol-2-yl)-(4,4'-bipyridine)-3-carboxamide